C(=O)(O)C=1C=C(C=C)C=CC1O (E)-3-carboxy-4-hydroxystyrene